2-(2-chloropyrimidin-5-yl)-N,N-dimethylacetamide ClC1=NC=C(C=N1)CC(=O)N(C)C